CN1C(N(C(C=C1C(F)(F)F)=O)C1=CC=C(OCC2=C(OC(C(=O)OC)C)C=C(C=C2)CC)C=C1)=O methyl 2-[2-[[4-[3,6-dihydro-3-methyl-2,6-dioxo-4-(trifluoromethyl)-1(2H)-pyrimidinyl]phenoxy]methyl]-5-ethylphenoxy]propanoate